BrC1=CC=C(C=C1)S(=O)NC(C1=C(C=C(C=C1)C1=NOC(C1)(C(F)(F)F)C1=CC(=C(C(=C1)Cl)F)Cl)C)=O N-((4-bromophenyl)sulfinyl)-4-(5-(3,5-dichloro-4-fluorophenyl)-5-(trifluoromethyl)-4,5-dihydroisoxazol-3-yl)-2-methylbenzamide